4,5,6,7-tetrahydro-1H-indole-3-carboxylate N1C=C(C=2CCCCC12)C(=O)[O-]